COC(=O)[C@H]1NCCOC1.CC1=C(C=C(C(=C1)C)C)F 2,4,5-trimethyl-fluorobenzene methyl-(3S)-morpholine-3-carboxylate